C(C)(=O)N1C=C(C2=CC=CC=C12)C(=O)NCC1=CC(=C(C(=C1)F)F)F 1-acetyl-N-(3,4,5-trifluorobenzyl)-1H-indole-3-carboxamide